FC1=C(C=CC=C1)C1=NC2=C(CN(CC2)C2CCC=3C=CC(=CC3C2)C#N)N1 7-(2-(2-fluorophenyl)-3,4,6,7-tetrahydro-5H-imidazo[4,5-c]pyridin-5-yl)-5,6,7,8-tetrahydronaphthalene-2-carbonitrile